CN(C)CCC N,N-dimethyl-n-propylamine